(p-menthane-3-carboxamide) acetate C(C)(=O)O.C1(CC(C(CC1)C(C)C)C(=O)N)C